ClC=1C=NN(C1C1=NN2C(N(C(CC2)=O)CC2=CC(=C(C=C2)C2=NC=CC=C2OC(C)C)Cl)=N1)C(C)C 2-(4-chloro-1-isopropyl-1H-pyrazol-5-yl)-4-(3-chloro-4-(3-isopropoxypyridin-2-yl)benzyl)-6,7-dihydro-[1,2,4]triazolo[1,5-a]pyrimidin-5(4H)-one